7-hydroxy-2-(4-nitrophenyl)-2-(2-oxopropyl)-5-pentyl-8-(m-tolyl)-4H-benzo[d][1,3]dioxin-4-one OC=1C=C(C2=C(OC(OC2=O)(CC(C)=O)C2=CC=C(C=C2)[N+](=O)[O-])C1C=1C=C(C=CC1)C)CCCCC